ClC=1C=C(C=C(C1)[N+](=O)[O-])NS(=O)(=O)C N-(3-chloro-5-nitrophenyl)methanesulfonamide